phenyl-3,4,5-trihydroxybenzoate C1(=CC=CC=C1)OC(C1=CC(=C(C(=C1)O)O)O)=O